(E,E)-2,4-bis[p-(dimethylamino)styryl]quinoline CN(C1=CC=C(/C=C/C2=NC3=CC=CC=C3C(=C2)\C=C\C2=CC=C(C=C2)N(C)C)C=C1)C